(S)-2-(3-(1,4-dimethyl-1H-1,2,3-triazol-5-yl)-5-(phenyl(tetrahydro-2H-pyran-4-yl)methyl)-5H-pyrido[3,2-b]indol-7-yl)propan-2-ol CN1N=NC(=C1C1=CC=2N(C=3C=C(C=CC3C2N=C1)C(C)(C)O)[C@@H](C1CCOCC1)C1=CC=CC=C1)C